[Li+].[N-]=[N+]=[N-] azide lithium